CN(CCCN(C(OC(C)(C)C)=O)CCCN(C)C)C tert-butyl bis(3-(dimethylamino)propyl)carbamate